C[C@H]1CC[C@@H](N(C1)C(C(=O)OCC(F)(F)F)=O)C=1C=CC2=C(N=C(S2)C2CC(N(CC2)C)=O)C1 2,2,2-trifluoroethyl 2-((2R,5S)-5-methyl-2-(2-(1-methyl-2-oxopiperidin-4-yl)benzo[d]thiazol-5-yl)piperidin-1-yl)-2-oxoacetate